ClC1=CC(=C(C=C1F)[C@@H](CC)NC([C@@H]1N(CCC1)C(C1=CC(=CC=C1)S(=O)(=O)C)=O)=O)F N-((1R)-1-(4-chloro-2,5-difluorophenyl)propyl)-1-(3-(methylsulfonyl)benzoyl)-D-prolinamide